O=C1NC(CCC1C=1C=CC(=NC1)N1C[C@H](CC1)C(=O)O)=O (3S)-1-(5-(2,6-dioxopiperidin-3-yl)pyridin-2-yl)pyrrolidine-3-carboxylic acid